ClC1=C(C=CC=C1)C1=C(C=CC=C1)CC(=O)C1=CC=C(C=C1)OCCCl 2-(2'-Chloro-[1,1'-biphenyl]-2-yl)-1-(4-(2-chloroethoxy)phenyl)ethanone